ON1C(NC(=C1)C)(C(=O)OCC)C1=CC(=CC=C1)C1=NOC(N1)=O ethyl 1-hydroxy-4-methyl-2-[3-(5-oxo-4,5-dihydro-1,2,4-oxadiazol-3-yl)phenyl]-1H-imidazole-carboxylate